CC1=C(C=C(C=C1)NC(C1=CC(=NC=C1)C(F)(F)F)=O)C=1C=NC(=C(C1)N1CCOCC1)C#CC1CN(C1)S(=O)(=O)C N-(4-methyl-3-(6-((1-(methylsulfonyl)azetidin-3-yl)ethynyl)-5-morpholinopyridin-3-yl)phenyl)-2-(trifluoromethyl)isonicotinamide